3-amino-N-((R)-7-((3R,4R)-3-amino-4-fluoropyrrolidin-1-yl)chroman-3-yl)-6-methylthieno[2,3-b]pyridine-2-carboxamide NC1=C(SC2=NC(=CC=C21)C)C(=O)N[C@H]2COC1=CC(=CC=C1C2)N2C[C@H]([C@@H](C2)F)N